Racemic-3-(3-chloro-4-fluorophenyl)-1-(1-(6,7-difluoro-2-methyl-1-oxo-1,2-dihydroisoquinolin-4-yl)ethyl)-1-(3-hydroxypropyl)urea ClC=1C=C(C=CC1F)NC(N(CCCO)[C@H](C)C1=CN(C(C2=CC(=C(C=C12)F)F)=O)C)=O |r|